methyl indazole-3-carboxylate N1N=C(C2=CC=CC=C12)C(=O)OC